COC(C#CC1=CC=C(C=C1)Cl)=O methyl-3-(4-chlorophenyl)propiolic acid